2-(4-((4-((3-chloro-2-fluorophenyl)amino)-7-methoxyquinazolin-6-yl)oxy)piperidin-1-yl)-N-(7-((2-(2,6-dioxopiperidin-3-yl)-1-oxoisoindolin-4-yl)thio)heptyl)acetamide ClC=1C(=C(C=CC1)NC1=NC=NC2=CC(=C(C=C12)OC1CCN(CC1)CC(=O)NCCCCCCCSC1=C2CN(C(C2=CC=C1)=O)C1C(NC(CC1)=O)=O)OC)F